C(C=C)(=O)OCCCCCCCCCCCCOC(C=C)=O dodecane-1,12-diol diacrylate